(6-((3S,4S)-4-amino-3-methyl-2-oxa-8-azaspiro[4.5]decan-8-yl)-3-((2-isopropyl-4-methylthiazol-5-yl)ethynyl)-1H-pyrazolo[3,4-b]pyrazin-5-yl)methanol N[C@@H]1[C@@H](OCC12CCN(CC2)C2=C(N=C1C(=N2)NN=C1C#CC1=C(N=C(S1)C(C)C)C)CO)C